1-cyclohexenylboric acid C1(=CCCCC1)OB(O)O